C(CCCCCCC\C=C/CCCCCCCC)(=O)N(C(CCCCC(=O)O)=O)C(CCCCCCC\C=C/CCCCCCCC)=O N,N-dioleoyl-adipic acid amide